1-((5,6-bis(benzyloxy)pyrimidin-4-yl)methyl)-4-(4-((4-((1,1-dioxidothiomorpholino)methyl)phenyl)ethynyl)phenyl)-3-isopropylimidazolidin-2-one C(C1=CC=CC=C1)OC=1C(=NC=NC1OCC1=CC=CC=C1)CN1C(N(C(C1)C1=CC=C(C=C1)C#CC1=CC=C(C=C1)CN1CCS(CC1)(=O)=O)C(C)C)=O